FC(C=1C=C(C=C(C1)C(F)(F)F)C(C)=O)(F)F 1-(3,5-bis(trifluoromethyl)phenyl)ethanone